(R)-(5-(1,3-dimethyl-1H-pyrazol-4-yl)-1,3,4-oxadiazol-2-yl)(4-(4-methylpyrazolo[1,5-a]pyridin-2-yl)-6,7-dihydro-1H-imidazo[4,5-c]pyridin-5(4H)-yl)methanone CN1N=C(C(=C1)C1=NN=C(O1)C(=O)N1[C@H](C2=C(CC1)NC=N2)C2=NN1C(C(=CC=C1)C)=C2)C